ClC1=C(OC=2C(=NC=CC2)OCC(=O)OCC)C=C(C(=C1)F)N1C(N(C(=CC1=O)C(F)(F)F)C)=O ethyl [3-[2-chloro-4-fluoro-5-(1-methyl-6-trifluoromethyl-2,4-dioxo-1,2,3,4-tetrahydropyrimidin-3-yl)phenoxy]-2-pyridyl oxy]acetate